(isopropylamino)-3-((3-(4-methylpiperazin-1-yl)pyrazin-2-yl)oxy)propan-2-ol C(C)(C)NCC(COC1=NC=CN=C1N1CCN(CC1)C)O